N1=CC=C(C=C1)CN1N=C2C3=C(CC4(C2=C1)CCC4)OC(=C3C(F)(F)F)C(=O)O 2'-[(pyridin-4-yl)methyl]-8'-(trifluoromethyl)-2',5'-dihydrospiro[cyclobutane-1,4'-furo[2,3-g]indazole]-7'-carboxylic acid